N1=NC(=CC=C1)C(=O)N pyridazin-3-carboxylic acid amide